BrC=1C=NC(=C(C(=O)N)C1)N1C[C@H](CC1)NC1=NC=C(C=C1)C(F)(F)F (S)-5-bromo-2-(3-(5-(trifluoromethyl)pyridin-2-ylamino)pyrrolidin-1-yl)nicotinamide